N-(5-(dimethylamino)pentyl)-5-[123I]iodopicolinamide CN(CCCCCNC(C1=NC=C(C=C1)[123I])=O)C